N-[(3-fluoropyridin-4-yl)methyl]azetidine-3-carboxamide hydrochloride Cl.FC=1C=NC=CC1CNC(=O)C1CNC1